C(C=C)(=O)N1CC2(CN(C2)CCN2C3=C(N(C([C@H](CC2)NC2=C(C#N)C(=CC(=N2)C)C(F)(F)F)=O)C)C=CC=C3)C1 (S)-2-((6-(2-(6-Acryloyl-2,6-diazaspiro[3.3]heptan-2-yl)ethyl)-1-methyl-2-oxo-1,2,3,4,5,6-hexa-hydrobenzo[b][1,4]diazocin-3-yl)amino)-6-methyl-4-(trifluorometh-yl)nicotinonitrile